4-(2-((4-(methoxycarbonyl)-2-((oxetan-2-ylmethyl)amino)phenyl)amino)-2-oxoethyl)piperidine-1-carboxylic acid tert-butyl ester C(C)(C)(C)OC(=O)N1CCC(CC1)CC(=O)NC1=C(C=C(C=C1)C(=O)OC)NCC1OCC1